2-(7-Methyl-1H-indazol-5-ylmethyl)-1-(4-methyl-piperidin-1-yl)-4-[4-(2-oxo-1,4-dihydro-2H-quinazolin-3-yl)-piperidin-1-yl]-butane-1,4-dione CC=1C=C(C=C2C=NNC12)CC(C(=O)N1CCC(CC1)C)CC(=O)N1CCC(CC1)N1C(NC2=CC=CC=C2C1)=O